COC=1N(C=C(N1)SC1=CC=C(C(=O)OC)C=C1)COCC[Si](C)(C)C methyl 4-[2-methoxy-1-(2-trimethylsilylethoxymethyl)imidazol-4-yl]sulfanylbenzoate